1-(2-isopropyl-2,3-dihydro-1H-inden-2-yl)-4-(trifluoromethyl)imidazolidin-2-one C(C)(C)C1(CC2=CC=CC=C2C1)N1C(NC(C1)C(F)(F)F)=O